FC=1C=C(C=CC1OCCCCCC)C1=CC=CC=2C3=CC=CC=C3NC12 (3-fluoro-4-(hexyloxy)phenyl)-9H-carbazole